C(C)OC(C=CC1=CC=C(C=C1)OCCC(CCC)[Si](OC)(OC)OC)=O 4-(3-trimethoxysilylhexyloxy)cinnamic acid ethyl ester